FC1=C2C3=C(NC2=CC=C1F)C(=NCC3)C 5,6-Difluoro-1-methyl-4,9-dihydro-3H-pyrido[3,4-b]indole